OC1CCN(CC1)C=1C(=CC2=C(N(N=C2C1)C)C)NC(=O)C=1N=C(OC1)C1=CC(=NC=C1)C N-(6-(4-hydroxypiperidin-1-yl)-2,3-dimethyl-2H-indazol-5-yl)-2-(2-methylpyridin-4-yl)oxazole-4-carboxamide